C(CCC)OCOCC1CO1 2-[(butoxymethoxy)methyl] ethylene oxide